N=1SN=C2C1C=CC(=C2)NC(=O)N2[C@@H]1CC=3C(=NNC(C3)=O)[C@H]2CC1 (6S,9R)-N-(benzo[c][1,2,5]thiadiazol-5-yl)-3-oxo-3,5,6,7,8,9-hexahydro-2H-6,9-epiminocyclohepta[c]pyridazine-10-carboxamide